2-(6-fluoro-2-methyl-1H-benzimidazol-1-yl)-N-(4-methoxyphenyl)pyrimidine-4,6-diamine FC=1C=CC2=C(N(C(=N2)C)C2=NC(=CC(=N2)NC2=CC=C(C=C2)OC)N)C1